4-(4-morpholino-7H-pyrrolo[2,3-d]pyrimidin-6-yl)-N-(piperidin-4-ylmethyl)aniline O1CCN(CC1)C=1C2=C(N=CN1)NC(=C2)C2=CC=C(NCC1CCNCC1)C=C2